3,3-dimethyl-2H-inden-1-one CC1(CC(C2=CC=CC=C12)=O)C